C(#N)C=1C=CC(=NC1)N1CCC(CC1)N(C(OC(C)(C)C)=O)C tert-butyl (1-(5-cyanopyridin-2-yl)piperidin-4-yl)(methyl)carbamate